3-methyl-3H-indol CC1C=NC2=CC=CC=C12